C(CCC(=O)[O-])(=O)OCC ethyl butanedioate